1-(4-fluorophenyl)-3-(1-isopentylpiperidin-4-yl)-1H-pyrrolo[2,3-c]pyridine FC1=CC=C(C=C1)N1C=C(C=2C1=CN=CC2)C2CCN(CC2)CCC(C)C